[F-].[F-].[NH4+].[NH4+] ammonium difluoride salt